N=1N2C(=CC1CN1N=NC(=C1)C1=CC(=NC(=N1)NC)C=1C(=C(C#N)C=CC1)C)CCC2 3-(6-(1-((5,6-dihydro-4H-pyrrolo[1,2-b]pyrazol-2-yl)methyl)-1H-1,2,3-triazol-4-yl)-2-(methylamino)pyrimidin-4-yl)-2-methylbenzonitrile